FC1=C(C=CC(=C1F)C1CCOCC1)O 2,3-Difluoro-4-Tetrahydropyran-4-Yl-Phenol